C(C)OC(C(C=C)CC)=O 2-ethyl-3-butenoic acid ethyl ester